3-(2-acetyl-6-fluorophenoxy)-1,1,1-trifluoropropan-2-one C(C)(=O)C1=C(OCC(C(F)(F)F)=O)C(=CC=C1)F